(1R,3R)-N-(4-(2-(4-bromophenyl)-1-hydroxypropan-2-yl)thiazol-2-yl)-3-(((tert-butyldiphenylsilyl)oxy)methyl)cyclobutanecarboxamide BrC1=CC=C(C=C1)C(CO)(C)C=1N=C(SC1)NC(=O)C1CC(C1)CO[Si](C1=CC=CC=C1)(C1=CC=CC=C1)C(C)(C)C